3-chloro-5-(cyclopropyl(methoxy)methyl)benzoic acid ClC=1C=C(C(=O)O)C=C(C1)C(OC)C1CC1